4-Methoxy-5-((methoxy-d3)methyl)-1-methyl-1H-indazol-3-amine COC1=C2C(=NN(C2=CC=C1COC([2H])([2H])[2H])C)N